N-((3-nitro-4-(6-(oxetan-3-yl)-2,6-diazaspiro[3.4]octane-2-yl)phenyl)sulfonyl)benzamide [N+](=O)([O-])C=1C=C(C=CC1N1CC2(C1)CN(CC2)C2COC2)S(=O)(=O)NC(C2=CC=CC=C2)=O